ClC1=NC(=C2N=CN(C2=N1)CC(C1=NC=CC=C1)=O)N1N=C(C=C1)C(=O)O 1-(2-chloro-9-(2-oxo-2-(pyridin-2-yl)ethyl)-9H-purin-6-yl)-1H-pyrazole-3-carboxylic acid